3-hydroxy-9-(7-methoxy-1-tetralone) hydrazone OC1CC(C2=CC(=CC=C2C1)OC)=NN